OCCN(CCCCCCCC(=O)OCC(CCCCCCC)CCCCCCC)CCCCCC(OCCCCCCCCCCC)=O 2-heptylnonyl 8-((2-hydroxyethyl) (6-oxo-6-(undecyloxy)hexyl)amino)octanoate